3-(1-oxo-5-((4-(6-phenylthieno[2,3-d]pyrimidin-4-yl)piperidin-1-yl)methyl)isoindolin-2-yl)piperidine-2,6-dione O=C1N(CC2=CC(=CC=C12)CN1CCC(CC1)C=1C2=C(N=CN1)SC(=C2)C2=CC=CC=C2)C2C(NC(CC2)=O)=O